ClC=1C=C(OC2=CC=C(C=C2)NC(OCC=2C(=C3C(N(CC3=CC2)C2C(NC(CC2)=O)=O)=O)OCC)=O)C=CC1 [2-(2,6-dioxopiperidin-3-yl)-4-ethoxy-3-oxo-2,3-dihydro-1H-isoindol-5-yl]methyl N-[4-(3-chlorophenoxy)phenyl]carbamate